tert-butyl (1R,5S,6r)-6-(4-benzyl-5,5-dimethyl-4,5-dihydro-1,2,4-oxadiazol-3-yl)-3-azabicyclo[3.1.0]hexane-3-carboxylate C(C1=CC=CC=C1)N1C(=NOC1(C)C)C1[C@H]2CN(C[C@@H]12)C(=O)OC(C)(C)C